3-(chlorosulfonyl)-4,5-dimethylthiophene-2-carboxylic acid ethyl ester C(C)OC(=O)C=1SC(=C(C1S(=O)(=O)Cl)C)C